FC=1C(=C(S(C1)(F)(F)F)F)F hexafluorothiophene